(1-methyl-3-(trimethylsilyloxy)piperidin-3-yl)methanamine CN1CC(CCC1)(O[Si](C)(C)C)CN